ON(C(OCC1=CC=CC=C1)=O)CC1=C(C=C2C([C@](C3(C(=C12)C)CC3)(C)O)=O)C benzyl (R)-hydroxy((6'-hydroxy-2',4',6'-trimethyl-7'-oxo-6',7'-dihydrospiro[cyclopropane-1,5'-inden]-3'-yl)methyl)carbamate